BrC=1C=C(C(N(C1)C)=O)NC1=NC=C(C=C1C)N1CCN(CC1)C1COC1 (S)-5-bromo-1-methyl-3-(3-methyl-5-(4-(oxetan-3-yl)piperazin-1-yl)pyridin-2-ylamino)pyridin-2(1H)-one